ClC1=C(C(=O)O)C=CC(=C1CC1=CC=C(C=C1)OC)CC1=CC=C(C=C1)OC 2-chloro-3,4-bis(4-methoxybenzyl)benzoic acid